C(N)(=O)C=1N(C2=CC(=CC=C2C1)OC(F)(F)F)C1=CC=CC(=N1)CCC(=O)O 3-(6-(2-carbamoyl-6-(trifluoromethoxy)-1H-indol-1-yl)pyridin-2-yl)propanoic acid